2,2,2-trichloroethyl (2,4,5,6-tetrahydro-1H-cyclobuta[b]cyclopenta[e]pyridin-7-yl)carbamate C1CC2=NC3=C(C(=C21)NC(OCC(Cl)(Cl)Cl)=O)CCC3